C12(CC(C1)C2)NS(=O)(=O)C=2C(=C(N(C2)C)C(=O)OCC)C ethyl 4-(N-(bicyclo[1.1.1]pentane-1-yl) sulfamoyl)-1,3-dimethyl-1H-pyrrole-2-carboxylate